tris[(allyloxy)methyl]phosphine oxide C(C=C)OCP(COCC=C)(COCC=C)=O